5-(5-hydroxypyridin-2-yl)-1-methylpyrrole-3-carboxylate OC=1C=CC(=NC1)C1=CC(=CN1C)C(=O)[O-]